N12CCN(C(CC1)CC2)C(=O)N2N=C(C1=C2CCC1)C1=C(C(=CC=C1)OC)F 1,4-diazabicyclo[3.2.2]nonan-4-yl-[3-(2-fluoro-3-methoxy-phenyl)-5,6-dihydro-4H-cyclopenta[c]pyrazol-1-yl]methanone